(R)-4-azidobenzyl (1-(benzylamino)-3-(tert-butyldisulfanyl)-1-oxopropan-2-yl)carbamate C(C1=CC=CC=C1)NC([C@H](CSSC(C)(C)C)NC(OCC1=CC=C(C=C1)N=[N+]=[N-])=O)=O